C(C)\[N+](\C(C(C[NH3+])C)(C)C)=C/1\C=CC2=NC3=CC(=C(C=C3OC2=C1)NCC)C (E)-N1-ethyl-N1-(7-(ethylamino)-8-methyl-3H-phenoxazin-3-ylidene)-trimethyl-propane-1,3-diaminium